2-((1R,2R,3R,4S)-3-hydroxy-4,7,7-trimethylbicyclo[2.2.1]heptan-2-yl)acetic acid O[C@@H]1[C@@H]([C@H]2CC[C@]1(C2(C)C)C)CC(=O)O